1-((tert-butoxycarbonyl)amino)cyclobutane-1-carboxylic acid ethyl ester C(C)OC(=O)C1(CCC1)NC(=O)OC(C)(C)C